Lycopene CC(C)=CCC\C(\C)=C\C=C\C(\C)=C\C=C\C(\C)=C\C=C\C=C(/C)\C=C\C=C(/C)\C=C\C=C(/C)\CCC=C(C)C